[1,3]diazacycloheptadecin N1C=NC=CC=CC=CC=CC=CC=CC=C1